N1C2=C(C=CC1=O)C(CCCC2)=O 6,7,8,9-tetrahydro-1H-cyclohepta[b]pyridine-2,5-dione